2-((S)-1-acryloyl-4-((R)-3-methyl-2'-(((S)-1-methylpyrrolidin-2-yl)methoxy)-5',8'-dihydro-6'H-spiro[indene-1,7'-quinazolin]-4'-yl)piperazin-2-yl)acetonitrile C(C=C)(=O)N1[C@H](CN(CC1)C1=NC(=NC=2C[C@]3(CCC12)C=C(C1=CC=CC=C13)C)OC[C@H]1N(CCC1)C)CC#N